COC(CC1=C(C=C(C=C1)C#N)O)=O 2-(4-cyano-2-hydroxyphenyl)acetic acid methyl ester